[H-].[Na+].BrC=1C=C2C(=NN(C2=CC1)C1C(NC(CC1)=O)=O)C 3-(5-Bromo-3-methyl-1H-indazol-1-yl)piperidine-2,6-dione Sodium hydride